BrC1C(C(CC(C1)F)[N])O 3-bromo-5-fluoro-2-hydroxycyclohexyl-nitrogen